C1(=CC=C(C=C1)C1=C(C=CC(=C1)N)C1=CC=C(C=C1)C1=CC=C(C=C1)N)C1=CC=CC=C1 ([1,1'-biphenyl]-4-yl)-[1,1':4',1''-terphenyl]-4,4''-diamine